4-Amino-6-(hydroxymethyl)-2-[(4-methoxyphenyl)methyl]-3-(2-methylphenyl)-2,3-dihydro-1H-isoindol-1-one NC1=C2C(N(C(C2=CC(=C1)CO)=O)CC1=CC=C(C=C1)OC)C1=C(C=CC=C1)C